FC1=CC=C(C=C1)C1=C(C=C(C=C1)CC(C)=O)C 1-(4'-fluoro-2-methyl-[1,1'-biphenyl]-4-yl)propan-2-one